2-(2-(4,4-difluoropiperidin-1-yl)-6-methylpyridine-4-yl)-5-(4-iodo-2-(6-azaspiro[2.5]octan-6-yl)phenyl)-1,3,4-oxadiazole FC1(CCN(CC1)C1=NC(=CC(=C1)C=1OC(=NN1)C1=C(C=C(C=C1)I)N1CCC2(CC2)CC1)C)F